FC1=C(OC=2C=C(C(=O)NCC(=O)OC(C)(C)C)C=CC2)C=CC(=C1)F Tert-butyl (3-(2,4-difluorophenoxy)benzoyl)glycinate